(2S,2'S)-1,1'-(((2,2'-dimethyl-[1,1'-biphenyl]-3,3'-diyl)bis(6-(cyano-methoxy)benzo[d]-oxazole-2,5-diyl))-bis(methylene))-bis(piperidine-2-carboxylic acid) CC1=C(C=CC=C1C=1OC2=C(N1)C=C(C(=C2)OCC#N)CN2[C@@H](CCCC2)C(=O)O)C2=C(C(=CC=C2)C=2OC1=C(N2)C=C(C(=C1)OCC#N)CN1[C@@H](CCCC1)C(=O)O)C